[N-]=C=O.[N-]=C=O.CC=1C=C(C=CC1)C1=CC=C(C=C1)C 3,4'-dimethylbiphenyl diisocyanate